(R)-4-(propane-1-yn-1-yl)-1-(1-(4-(Pyrrolidin-1-yl)phenyl)ethyl)-1H-indazole-7-carboxylic acid C(#CC)C1=C2C=NN(C2=C(C=C1)C(=O)O)[C@H](C)C1=CC=C(C=C1)N1CCCC1